(S)-5-(1-{(S)-2-[(S)-3-Isobutyl-2-oxo-1-piperazinyl]-4-methylvaleryl}-4-piperidyl)-5-methyl-2,4-imidazolidinedione C(C(C)C)[C@H]1C(N(CCN1)[C@H](C(=O)N1CCC(CC1)[C@]1(C(NC(N1)=O)=O)C)CC(C)C)=O